5-(5-(6-Azaspiro[2.5]octan-6-yl)-1H-pyrazolo[3,4-c]pyridine-1-yl)-2-fluoro-3-(trifluoro-methyl)phenol C1CC12CCN(CC2)C=2C=C1C(=CN2)N(N=C1)C=1C=C(C(=C(C1)O)F)C(F)(F)F